ClC1=CC(=CC=2N(C(N(C21)C2CC(C2)(C)O)=O)COCC[Si](C)(C)C)O 4-chloro-6-hydroxy-3-(cis-3-hydroxy-3-methylcyclobutyl)-1-{[2-(trimethylsilyl)ethoxy]methyl}-1,3-benzodiazol-2-one